C(C=C)(=O)N1[C@@H](CCC1)C=1N(C(=C(N1)C1=CC=C(C=C1)C(NC1=NC=CC(=C1)C(F)(F)F)=O)C(=O)N)N (S)-2-(1-acryloyl-pyrrolidin-2-yl)-1-amino-4-(4-((4-(trifluoromethyl)pyridin-2-yl)carbamoyl)phenyl)-1H-imidazole-5-carboxamide